ClC=1C=C(NCC2C(C2(C)C)(C)C)C=C(C1)Cl 3,5-dichloro-N-((2,2,3,3-tetramethyl-cyclopropyl)methyl)aniline